CS(=O)(=O)N1CC2N(C(CN(C2)C2=CC=C(C=C2)C(F)(F)F)=O)CC1 8-(methylsulfonyl)-2-(4-(trifluoromethyl)phenyl)octahydro-4H-pyrazino[1,2-a]pyrazin-4-one